CN1CCC2=C(CCC1)C=C(C=C2)NC(C)=O N-(3-methyl-1,2,3,4,5,6-hexahydrobenzo[d]azocine-8-yl)acetamide